IC=1C(=C2C=CC=NC2=C(C1)OC(F)(F)F)/N=C/N(C)C (E)-N'-[6-iodo-8-(trifluoromethoxy)quinolin-5-yl]-N,N-dimethylmethanimidamide